thiophene-2,3-dicarboxylate S1C(=C(C=C1)C(=O)[O-])C(=O)[O-]